CN1C=NC2=CC=C(C=C2C1=O)OCCCCN1CCN(CC1)C1=CC(=CC=C1)C(F)(F)F 3-methyl-6-(4-(4-(3-(trifluoromethyl)phenyl)piperazin-1-yl)butoxy)quinazolin-4(3H)-one